(E)-7-hexadecen-1-ol C(CCCCC\C=C\CCCCCCCC)O